N-(3-fluoro-5-methylphenyl)-2,3,6,6-tetramethyl-4-oxo-2,4,5,6,7,8-hexahydropyrrolo[3,4-c]azepine-1-carboxamide FC=1C=C(C=C(C1)C)NC(=O)C=1N(C(=C2C(NC(CCC21)(C)C)=O)C)C